N-(3-(1,1-difluoroethyl)phenyl)-1-(4-(difluoromethoxy)-3-(5-methyl-1,3,4-oxadiazol-2-yl)phenyl)-3-methyl-5-oxo-4,5-dihydro-1H-pyrazole-4-carboxamide FC(C)(F)C=1C=C(C=CC1)NC(=O)C1C(=NN(C1=O)C1=CC(=C(C=C1)OC(F)F)C=1OC(=NN1)C)C